N-ethyl-N-vinylcaprylamide C(C)N(C(CCCCCCC)=O)C=C